BrC1=NN2C(NC(C23CN([C@@H](C3)C(N)=O)C(=O)OC(C)(C)C)=O)=C1 t-butyl (5'S)-6-bromo-5'-carbamoyl-2-oxo-1H-spiro[pyrazolo[1,5-a]imidazole-3,3'-pyrrolidine]-1'-carboxylate